thiobis(2-isothiocyanatoethane) S(CCN=C=S)CCN=C=S